C(C)(=O)NNC(=O)C12CC(CC(N1C(=O)NC1=C(C=C(C(=C1)C=1C=NC=C(C1)F)C)F)C2)C 1-(2-acetylhydrazine-1-carbonyl)-N-(2-fluoro-5-(5-fluoropyridin-3-yl)-4-methylphenyl)-3-methyl-6-azabicyclo[3.1.1]heptane-6-carboxamide